tert-butyl (7S)-7-(4-(5-fluoro-2-(tetrahydrofuran-3-yl)phenyl)piperidin-1-yl)-5-oxa-2-azaspiro[3.4]octane-2-carboxylate FC=1C=CC(=C(C1)C1CCN(CC1)[C@@H]1COC2(CN(C2)C(=O)OC(C)(C)C)C1)C1COCC1